2-(4,6-diphenyl-1,3,5-triazin-2-yl)-5-[2-(2-ethylhexyloxy)ethoxy]phenol C1(=CC=CC=C1)C1=NC(=NC(=N1)C1=CC=CC=C1)C1=C(C=C(C=C1)OCCOCC(CCCC)CC)O